N1PNCCC1 1,3,2-diazaphosphorinane